O=C1C[C@H](N(C1)C(=O)OC(C)(C)C)C(=O)N1CSCC1 tert-butyl (2S)-4-oxo-2-(3-thiazolidinyl carbonyl)-1-pyrrolidinecarboxylate